4-(5,7-dihydroxy-4-oxo-4H-chromen-3-yl)phenyl 2,2-dimethyl-5-(phosphonooxy)pentanoate CC(C(=O)OC1=CC=C(C=C1)C1=COC2=CC(=CC(=C2C1=O)O)O)(CCCOP(=O)(O)O)C